BrC(Cl)(Cl)Br dibromodichloro-methane